FC(OC=1C=C2CCCC3(C2=CC1)CC3)F 6'-(difluoromethoxy)-3',4'-dihydro-2'H-spiro[cyclopropane-1,1'-naphthalene]